Methyl 4-bromo-3-phenyl-1H-pyrrole-2-carboxylate BrC=1C(=C(NC1)C(=O)OC)C1=CC=CC=C1